4-[[(1R,3S)-3-aminocyclopentyl]amino]-N'-(2-chloro-5-fluoro-phenyl)-6-methyl-pyrrolo[1,2-b]pyridazine-3-carboxamidine N[C@@H]1C[C@@H](CC1)NC=1C=2N(N=CC1C(=NC1=C(C=CC(=C1)F)Cl)N)C=C(C2)C